tert-Butyl 2-(3-((3-benzoyl-1-(2-(ethoxycarbonyl)-1H-pyrrol-3-yl)thioureido)methyl)pyridin-2-yl)-4-(trifluoromethyl)piperidine-1-carboxylate C(C1=CC=CC=C1)(=O)NC(N(C1=C(NC=C1)C(=O)OCC)CC=1C(=NC=CC1)C1N(CCC(C1)C(F)(F)F)C(=O)OC(C)(C)C)=S